(2S)-N-[4-(3-Cyanophenyl)-5-(2,6-dimethyl-4-pyridyl)thiazol-2-yl]-2-methyl-piperazin-1-carboxamid C(#N)C=1C=C(C=CC1)C=1N=C(SC1C1=CC(=NC(=C1)C)C)NC(=O)N1[C@H](CNCC1)C